NC1=CC=C(C=C1)C=1C(=C(C(=O)N)C=CC1)I (4-aminophenyl)-2-iodobenzamide